1,2-dimethyl-N-[(1s,4s)-4-{[2-(trifluoromethyl)imidazo[1,2-a]pyridin-5-yl]amino}cyclohexyl]-1H-indole-3-carboxamide CN1C(=C(C2=CC=CC=C12)C(=O)NC1CCC(CC1)NC1=CC=CC=2N1C=C(N2)C(F)(F)F)C